(3Z)-5-(4-fluorophenyl)-3-hydroxy-5-oxopent-3-enoate FC1=CC=C(C=C1)C(\C=C(\CC(=O)[O-])/O)=O